FC1=CC=C(C=C1)C=1N=C(NC1)C1=C(C=CC=C1)[N+](=O)[O-] 4(s)-(4-fluorophenyl)-2-(2-nitrophenyl)-1H-imidazol